C(C)C1=C(C(=CC(=C1)C)CC)C(C(=O)N)C(=O)N 2-(2,6-diethyl-4-methyl-phenyl)-malonamide